C1(CCCC1)CC1NC(C2=CC=CC=C12)=O 3-(cyclopentylmethyl)isoindolin-1-one